N1(CCCCC1)CCN1CCN(C2=CC=CC=C12)C1=NC=CC=C1 2-(piperidin-1-yl)-1-(4-(pyridin-2-yl)-3,4-dihydroquinoxalin-1(2H)-yl)ethane